(3S,8S,9S,10R,13R,14S,17R)-10,13-Dimethyl-17-[(E,2R)-5-propan-2-ylhept-5-en-2-yl]-2,3,4,7,8,9,11,12,14,15,16,17-dodecahydro-1H-cyclopenta[a]phenanthren-3-ol C[C@]12[C@H]3CC[C@@]4([C@H](CC[C@H]4[C@@H]3CC=C2C[C@H](CC1)O)[C@H](C)CC/C(=C\C)/C(C)C)C